3-(3,5-bis(trifluoromethyl)phenyl)-1-(1-isobutyl-5-nitro-1H-imidazol-4-yl)-1H-1,2,4-triazole FC(C=1C=C(C=C(C1)C(F)(F)F)C1=NN(C=N1)C=1N=CN(C1[N+](=O)[O-])CC(C)C)(F)F